COC1=C(C=CC=C1)SC(C=O)CC1=CC=C(C=C1)C(F)(F)F 2-((2-methoxyphenyl)thio)-3-(4-(trifluoromethyl)phenyl)-propanal